1-((6-methoxy-1,3-dihydroisobenzofuran-5-yl)methyl)-3-((1-methyl-1H-pyrazol-4-yl)methyl)-N-(1-methylcyclopropyl)-2,4-dioxo-1,2,3,4-tetrahydrothieno[2,3-d]pyrimidine-6-sulfonamide COC1=C(C=C2COCC2=C1)CN1C(N(C(C2=C1SC(=C2)S(=O)(=O)NC2(CC2)C)=O)CC=2C=NN(C2)C)=O